CC1(CCN2C1NC=1C=C(C=CC1C2=O)C)C 3,3,6-trimethyl-1,2,3,3a,4,9-hexahydropyrrolo[2,1-b]quinazolin-9-one